(S)-7'-(3,5-difluorophenyl)-1-(2,4,5-trifluorobenzoyl)dihydro-1'H,3'H,5'H-spiro[piperidine-4,2'-pyrazolo[1,2-a]pyrazol]-1'-one FC=1C=C(C=C(C1)F)[C@@H]1CCN2N1C(C1(C2)CCN(CC1)C(C1=C(C=C(C(=C1)F)F)F)=O)=O